acetic acid [(2s,3s,4e,6r,7r,10r)-7,10-dihydroxy-3,7-dimethyl-12-oxo-2-[(2e,4e)-6-pyridin-4-yl hex-2,4-dien-2-yl]-1-oxocyclododec-4-en-6-yl] ester O[C@]1([C@@H](/C=C/[C@@H]([C@H](C(C(C[C@@H](CC1)O)=O)=O)\C(\C)=C\C=C\CC1=CC=NC=C1)C)OC(C)=O)C